OCC=1OC(OC1C)=O 4-(hydroxymethyl)-5-methyl-1,3-dioxacyclopent-en-2-one